bis(1,5-cyclooctadiene) rhodium (I) [Rh+].C1=CCCC=CCC1.C1=CCCC=CCC1